FC=1C=CC=C2C=C(NC12)C(=O)N[C@H](C(=O)N[C@@H](C[C@H]1C(NCCC1)=O)C(CO)=O)CC(C)(C)F 7-fluoro-N-[(2S)-4-fluoro-1-({(2S)-4-hydroxy-3-oxo-1-[(3S)-2-oxopiperidin-3-yl]butan-2-yl}amino)-4-methyl-1-oxopentan-2-yl]-1H-indole-2-carboxamide